C([O-])([O-])=O.[Li+].[F].[Li+] fluorine lithium carbonate